15-Heptyl-5-(4-hydroxybutyl)-13,13-dimethyl-12,14,16-trioxa-5-aza-13-silatetracosyl (9Z,12Z)-octadeca-9,12-dienoate C(CCCCCCC\C=C/C\C=C/CCCCC)(=O)OCCCCN(CCCCCCO[Si](OC(OCCCCCCCC)CCCCCCC)(C)C)CCCCO